3,5-dimethyl-4-(8,9,10,11-tetrahydro-3H-pyrazolo[4,3-a]phenanthridin-7-yl)isoxazole tert-Butyl-((3aR,5s,6aS)-2,2-dioxidohexahydro-1H-cyclopenta[c]thiophen-5-yl)-carbamate C(C)(C)(C)N(C(O)=O)C1C[C@@H]2[C@@H](CS(C2)(=O)=O)C1.CC1=NOC(=C1C1=NC2=CC=C3C(=C2C=2CCCCC12)C=NN3)C